(R)-N-(3-(1-((3-amino-6-chloropyrazin-2-yl)oxy)ethyl)phenyl)-3-cyclopropylbenzamide NC=1C(=NC(=CN1)Cl)O[C@H](C)C=1C=C(C=CC1)NC(C1=CC(=CC=C1)C1CC1)=O